(S)-6-(4-chlorophenyl)-N-((S)-6,7-dihydro-5H-cyclopenta[B]pyridine-5-yl)-2-(p-methoxyphenyl)pyrimidine-4-carboxamide ClC1=CC=C(C=C1)C1=CC(=NC(=N1)C1=CC=C(C=C1)OC)C(=O)N[C@H]1CCC2=NC=CC=C21